FC(C(C)(C)O)(F)C=1C(=C(C=CC1)[C@@H](C)N[S@@](=O)C(C)(C)C)F (S)-(R)-N-(1-(3-(1,1-difluoro-2-hydroxy-2-methylpropyl)-2-fluorophenyl)ethyl)-2-methylpropane-2-sulfinamide